methyl 4-(4-(tert-butyl)phenyl)-3-fluoropyrrolo[1,2-a]quinoxaline-7-carboxylate C(C)(C)(C)C1=CC=C(C=C1)C=1C=2N(C3=CC=C(C=C3N1)C(=O)OC)C=CC2F